CCOC(=O)C1=C(NC(=C(C1C2=C(C(=CC=C2)Cl)Cl)C(=O)OC)C)C The molecule is the mixed (methyl, ethyl) diester of 4-(2,3-dichlorophenyl)-2,6-dimethyl-1,4-dihydropyridine-3,5-dicarboxylic acid. A calcium-channel blocker, it lowers blood pressure by reducing peripheral vascular resistance through a highly selective action on smooth muscle in arteriolar resistance vessels. It is used in the management of hypertension and angina pectoris. It has a role as a calcium channel blocker, an antihypertensive agent, a vasodilator agent and an anti-arrhythmia drug. It is a dihydropyridine, a dichlorobenzene, an ethyl ester and a methyl ester.